1-{[(2S,3S)-5-oxo-3-(trifluoromethyl)pyrrolidin-2-yl]methoxy}-7-(propan-2-yloxy)isoquinoline-6-carboxamide O=C1C[C@@H]([C@H](N1)COC1=NC=CC2=CC(=C(C=C12)OC(C)C)C(=O)N)C(F)(F)F